ClC=1C=C2C=NNC2=CC1[C@H]1[C@@H](CN(CC1)C1CSC1)F (R,R or S,S)-5-chloro-6-((3S,4S)-3-fluoro-1-(thietan-3-yl)piperidin-4-yl)-1H-indazole